(3S,8aR)-7-(6-amino-3-chloro-2-fluorophenyl)-3-(5-(4-(trifluoromethyl)-1-((2-(trimethylsilyl)ethoxy)methyl)-1H-pyrrol-3-yl)-1H-imidazol-2-yl)-2,3,8,8a-tetrahydroindolizin-5(1H)-one NC1=CC=C(C(=C1C1=CC(N2[C@@H](CC[C@@H]2C1)C=1NC(=CN1)C1=CN(C=C1C(F)(F)F)COCC[Si](C)(C)C)=O)F)Cl